N-Boc-O-tert-butyl-L-threonine C(=O)(OC(C)(C)C)N[C@@H]([C@H](OC(C)(C)C)C)C(=O)O